5-(6-(difluoromethyl)-2-(methylthio)pyrimidin-4-yl)-1-(3,4-dimethoxybenzyl)-3-fluoropyridin-2(1H)-one FC(C1=CC(=NC(=N1)SC)C=1C=C(C(N(C1)CC1=CC(=C(C=C1)OC)OC)=O)F)F